3-(quinolin-2-ylmethylene)-6-(3-(4-fluorobenzoyl)benzylidene)piperazine-2,5-dione N1=C(C=CC2=CC=CC=C12)C=C1C(NC(C(N1)=O)=CC1=CC(=CC=C1)C(C1=CC=C(C=C1)F)=O)=O